Cl.FC=1C=C(C=CC1OCC1CCNCC1)C1OC2=C(S1=O)C=CC=C2 3-fluoro-4-(piperidin-4-ylmethoxy)phenyl-2H-benzo[d][1,3]oxathiole 3-oxide hydrochloride